3-(1,1-dimethylethyl)-1,2-benzenediol CC(C)(C)C1=C(C(=CC=C1)O)O